(S)-N-(3,4-difluorobenzyl)-5-(2-(2-isopropoxyethyl)-3-(5-methyl-1,3,4-oxadiazol-2-yl)-5-oxo-7,8,9,9a-tetrahydro-5H-pyrido[2,3-a]pyrrolizin-4-yl)thiophene-2-carboxamide FC=1C=C(CNC(=O)C=2SC(=CC2)C2=C(C(=NC3=C2C(N2CCC[C@@H]32)=O)CCOC(C)C)C=3OC(=NN3)C)C=CC1F